methyl-1,2,3-benzotriazole CC1=CC=CC=2NN=NC21